FC=1C=NC=2C=3C(N(CC2C1)C)=C(C=CC3)N 3-fluoro-6-methyl-5,6-dihydrobenzo[h][1,6]naphthyridin-7-amine